C(C)OC1=C(OCC2=CC=C(C(=O)N(C)C)C=C2)C=CC(=C1)CN1CC2=CC=CC=C2C1 4-((2-Ethoxy-4-(isoindolin-2-ylmethyl)phenoxy)methyl)-N,N-dimethyl-benzamide